1-(2-(3-chlorophenyl)-2-hydroxypropyl)-3-cyclopentylurea ClC=1C=C(C=CC1)C(CNC(=O)NC1CCCC1)(C)O